tert-butyl (2R,3S,4S)-3-(acetyloxy)-4-[(tert-butoxycarbonyl)oxy]-2-{[4-(1,1-difluoroethyl)phenyl]methyl}pyrrolidine-1-carboxylate C(C)(=O)O[C@H]1[C@H](N(C[C@@H]1OC(=O)OC(C)(C)C)C(=O)OC(C)(C)C)CC1=CC=C(C=C1)C(C)(F)F